ClC=1C=C(C=CC1)[C@@H]([C@@H](C(=O)N1CCOCC1)NC1=CC=C(C=C1)O)C (2S,3S)-3-(3-Chlorophenyl)-2-((4-hydroxyphenyl)amino)-1-morpholinobutan-1-one